imino(4-((7-methoxyquinolin-4-yl)oxy)phenyl)(methyl)-λ6-sulfanone N=S(=O)(C)C1=CC=C(C=C1)OC1=CC=NC2=CC(=CC=C12)OC